7-chloro-3-((8-fluoro-2-(6-methoxypyridin-3-yl)-2,3-dihydrobenzo[b][1,4]dioxin-6-yl)methyl)imidazo[1,2-b]pyridazine ClC1=CC=2N(N=C1)C(=CN2)CC2=CC1=C(OC(CO1)C=1C=NC(=CC1)OC)C(=C2)F